CC1=CNC2=NC=CC=C21 3-methyl-1H-pyrrolo[2,3-b]pyridin